ClC1=C(C=CC=C1)C(O/C=C/COC(C1=C(C=CC=C1)[N+](=O)[O-])=O)(F)F (E)-5-(2-chlorophenyl)-5,5-difluoro-4-oxapent-2-en-1-yl-2-nitrobenzoate